(3S,6R)-4-benzoyl-3-(4-fluorophenyl)-6-methyl-piperazin-2-one C(C1=CC=CC=C1)(=O)N1[C@H](C(N[C@@H](C1)C)=O)C1=CC=C(C=C1)F